(R)-6-(1-(difluoromethyl)cyclopropyl)-4-((1-(2-methyl-3-(trifluoro-methyl)phenyl)prop-2-yn-1-yl)amino)pyrido[4,3-d]pyrimidin-7(6H)-one FC(C1(CC1)N1C=C2C(N=CN=C2N[C@H](C#C)C2=C(C(=CC=C2)C(F)(F)F)C)=CC1=O)F